FC1=C2C=CNC2=CC=C1NC(=O)C1=CC=2C3=C(COC2C=C1C=1C(=NC(=CC1)C(NCC(C)C)=O)C(=O)OC)C=CS3 methyl 3-(8-((4-fluoro-1H-indol-5-yl)carbamoyl)-4H-thieno[3,2-c]chromen-7-yl)-6-(isobutylcarbamoyl)picolinate